(4-(4-((5R)-1,4-diazabicyclo[3.2.1]octane-4-carbonyl)piperidin-1-yl)-5-fluoropyridin-3-yl)-2-amino-6-fluoropyrazolo[1,5-a]pyrimidine-3-carboxamide N12CCN([C@H](CC1)C2)C(=O)C2CCN(CC2)C2=C(C=NC=C2F)C2=NC=1N(C=C2F)N=C(C1C(=O)N)N